BrC1=CC=C2C(=N1)N=C(N2)[C@@H](NC(OC(C)(C)C)=O)C2CCC(CC2)C tert-Butyl N-[(S)-(5-bromo-1H-imidazo[4,5-b]pyridin-2-yl)(4-methylcyclohexyl)methyl]-carbamate